C[Si](C)(C)CC(CC1=CC(C=C1)=C(C1=CC=CC=C1)C1=CC=CC=C1)=C 2-[2-(trimethylsilylmethyl)allyl]-6,6-diphenylfulvene